N-(6-methoxy-1-methylindazol-7-yl)-N-methyl-6-[5-(trifluoromethyl)-2H-pyrazol-3-yl]pyridine-3-sulfonamide COC1=CC=C2C=NN(C2=C1N(S(=O)(=O)C=1C=NC(=CC1)C=1NN=C(C1)C(F)(F)F)C)C